4-(2-fluoro-6-methoxyphenyl)-2-(6-(((7r,8as)-octahydropyrrolo[1,2-a]pyrazin-7-yl)amino)pyridin-2-yl)-2,3-dihydro-1H-pyrrolo[3,4-c]pyridin-1-one FC1=C(C(=CC=C1)OC)C1=NC=CC2=C1CN(C2=O)C2=NC(=CC=C2)N[C@@H]2C[C@@H]1N(CCNC1)C2